3-(2-{3-[(4-methanesulfonylphenoxy)methyl]-4-methylpyrrolidin-1-yl}ethyl)-5-methylbenzonitrile CS(=O)(=O)C1=CC=C(OCC2CN(CC2C)CCC=2C=C(C#N)C=C(C2)C)C=C1